(E)-4-(3-(1-(1,3-dioxoisoindolin-2-yl)cyclopropyl)acryloyl)benzonitrile O=C1N(C(C2=CC=CC=C12)=O)C1(CC1)/C=C/C(=O)C1=CC=C(C#N)C=C1